(2-(4-(azidomethyl)piperidin-1-yl)ethyl)-4-benzylpiperidine-1-sulfonamide N(=[N+]=[N-])CC1CCN(CC1)CCC1N(CCC(C1)CC1=CC=CC=C1)S(=O)(=O)N